O=C1C=2N=CN(C2N=CN1)CC1=CC=C(C=C1)B(O)O (4-((6-oxo-1,6-dihydro-9H-purin-9-yl)methyl)phenyl)boronic acid